4-[2-(5-methyl-2-thienyl)-1H-pyrrolo[2,3-b]pyridin-4-yl]-6-[3-(trifluoromethyl)morpholin-4-yl]-1H-pyridin-2-one CC1=CC=C(S1)C1=CC=2C(=NC=CC2C2=CC(NC(=C2)N2C(COCC2)C(F)(F)F)=O)N1